(6-fluoro-4-(1,4-dioxa-8-azaspiro[4.5]decan-8-yl)quinolin-3-yl)(4-(methylsulfonyl)piperidin-1-yl)methanone FC=1C=C2C(=C(C=NC2=CC1)C(=O)N1CCC(CC1)S(=O)(=O)C)N1CCC2(OCCO2)CC1